C(C1=CC=CC=C1)N1C2=NC(=NC(=C2NC1=O)NCC1=CC=C(C=C1)OC)SCCC 9-benzyl-6-[(4-methoxyphenyl)methylamino]-2-propylsulfanyl-7H-purin-8-one